FC(C=1C=C(C=CN2CCCC2)C=CC1)(F)F 1-(3-(trifluoromethyl)styryl)pyrrolidin